3H-indolium-5-sulfonate [NH+]1=CCC2=CC(=CC=C12)S(=O)(=O)[O-]